(S)-2-(2-(3-(ethoxymethyl)-1-(2-(6-methylpyridin-3-yl)propan-2-yl)pyrrolidin-3-yl)ethyl)-4,5-dimethylthiazole HCl Cl.C(C)OC[C@@]1(CN(CC1)C(C)(C)C=1C=NC(=CC1)C)CCC=1SC(=C(N1)C)C